[5-cyclohexyl-6-(trifluoromethyl)pyridin-2-yl]methanol C1(CCCCC1)C=1C=CC(=NC1C(F)(F)F)CO